FC(C(C(F)(F)F)(F)F)(F)C1=C(C(=O)N)C=CC=C1 2-(1,1,2,2,3,3,3-heptafluoropropyl)benzamide